FC=1C=C(C=CC1)NC1=C(C=C(C=C1)S(=O)(=O)NC)C=1N=NN(N1)C 4-((3-fluorophenyl)amino)-N-methyl-3-(2-methyl-2H-tetrazol-5-yl)benzenesulfonamide